C(C)(C)(C)OC(=O)NN1CCC(CC1)CCN1CCN(CC1)C=1C=CC(=NC1)C(=O)O 5-(4-(2-(1-((tert-butoxycarbonyl)amino)piperidin-4-yl)ethyl)piperazin-1-yl)picolinic acid